COCCOC1CCC(CC1)NC(=O)C1=NC(=NC(=C1)C)C1=CN=CN1C N-(4-(2-methoxyethoxy)cyclohexyl)-6-methyl-2-(1-methyl-1H-imidazol-5-yl)pyrimidine-4-carboxamide